C(C1=CC=CC=C1)C1=C(OCCN2CCC(CC2)CO)C=CC(=C1)C (1-(2-(2-Benzyl-4-methylphenoxy)ethyl)piperidin-4-yl)methanol